FC=1C=C2C(=CNC2=CC1F)NC(=O)C1=CC(=NO1)C=1C=NC(=C(C1)F)N1CCN(CC1)CC(F)(F)F N-(5,6-difluoro-1H-indol-3-yl)-3-[5-fluoro-6-[4-(2,2,2-trifluoroethyl)piperazin-1-yl]pyridin-3-yl]-1,2-oxazole-5-carboxamide